CC1=NN(C(=C1C=1C=NN2C1C=C(C=C2)C=2SC(=C(N2)OC)C(=O)O)C)C(C(F)(F)F)C 2-[3-[3,5-dimethyl-1-(2,2,2-trifluoro-1-methyl-ethyl)pyrazol-4-yl]pyrazolo[1,5-a]pyridin-5-yl]-4-methoxy-thiazole-5-carboxylic acid